O=C1N(C2=CC=C(C=3C2=C1C=CC3)CC3=CC=C(C=C3)CN3CCN(CC3)CC3CCNCC3)C3C(NC(CC3)=O)=O 3-(2-oxo-6-(4-((4-(piperidin-4-ylmethyl)piperazin-1-yl)methyl)benzyl)benzo[cd]indol-1(2H)-yl)piperidine-2,6-dione